OC(CCC(=O)O[Li])C(C)(C)C lithio 4-hydroxy-5,5-dimethylhexanoate